tert-butyl (3S,5S)-3-({4-[4-(4-{[(dimethylamino)methylidene]amino}-2,5-dimethylphenoxy)-2-methyl-1,3-thiazol-5-yl]pyrimidin-2-yl}amino)-5-fluoropiperidine-1-carboxylate CN(C)C=NC1=CC(=C(OC=2N=C(SC2C2=NC(=NC=C2)N[C@@H]2CN(C[C@H](C2)F)C(=O)OC(C)(C)C)C)C=C1C)C